2-oxo-N-(1H-pyrazolo[4,3-c]pyridin-7-yl)-2-[(2R,5S)-5-methyl-2-[2-(1-methyl-4-piperidyl)indazol-5-yl]-1-piperidyl]acetamide O=C(C(=O)NC=1C2=C(C=NC1)C=NN2)N2[C@H](CC[C@@H](C2)C)C2=CC1=CN(N=C1C=C2)C2CCN(CC2)C